[Cl-].NOCC1=CC=C(C=C1)C[N+](C)(C)C [4-(Aminooxymethyl)phenyl]methyl-trimethyl-ammonium chloride